N-(5-Bromo-2-methoxypyridin-3-yl)-4-nitrobenzenesulfonamide tert-Butyl-N-[(3R)-1-(8-cyanoquinoxalin-5-yl)-5,5-dimethylpiperidin-3-yl]carbamate C(C)(C)(C)OC(N[C@H]1CN(CC(C1)(C)C)C1=C2N=CC=NC2=C(C=C1)C#N)=O.BrC=1C=C(C(=NC1)OC)NS(=O)(=O)C1=CC=C(C=C1)[N+](=O)[O-]